(R)-9-(6-((4-amino-5-(1H-pyrazol-1-yl)pentyl)oxy)-2,3-dichlorobenzyl)-9H-purin-6-amine N[C@H](CCCOC1=CC=C(C(=C1CN1C2=NC=NC(=C2N=C1)N)Cl)Cl)CN1N=CC=C1